C(C)OC(=O)C1=NN(C(=C1[N+](=O)[O-])C)CC1=CC=C(C=C1)OC 1-(4-methoxybenzyl)-5-methyl-4-nitro-1H-pyrazole-3-carboxylic acid ethyl ester